1,4-di-ethylene glycol monomethyl ether COCCOC(C)O